(R)-4-(2-amino-1-hydroxyethyl)-1,2-benzendiol NC[C@H](O)C=1C=C(C(=CC1)O)O